C1(CC1)C=1C=2N(C=CC1)N=C(C2)[C@@H]2N(CCC1=C2N=CN1)C(=O)C=1OC(=NN1)C1=NN(C=C1)C(F)F (R)-(4-(4-cyclopropylpyrazolo[1,5-a]pyridin-2-yl)-1,4,6,7-tetrahydro-5H-imidazo[4,5-c]pyridin-5-yl)(5-(1-(difluoromethyl)-1H-pyrazol-3-yl)-1,3,4-oxadiazol-2-yl)methanone